4-((3-(2-chlorophenyl)-1-cyclopropyl-1H-pyrazol-4-yl)oxy)-N-(2-morpholinopyridin-4-yl)pyridin-2-amine ClC1=C(C=CC=C1)C1=NN(C=C1OC1=CC(=NC=C1)NC1=CC(=NC=C1)N1CCOCC1)C1CC1